N1(N=CC=C1)CC1=C2CCCOC2=CC=C1 5-((1H-pyrazol-1-yl)methyl)-3,4-dihydro-2H-chromene